C(C)(C)C1=CC(=CC=C1)C(C)C 2,6-diisopropyl-benzene